(±)-4-chloro-N-(7-(6-fluoroquinolin-4-yl)spiro[3.5]nonan-1-yl)benzamide ClC1=CC=C(C(=O)N[C@@H]2CCC23CCC(CC3)C3=CC=NC2=CC=C(C=C32)F)C=C1 |r|